2-HYDROXY-5-(TRIFLUOROMETHYL)PYRIDINE-3-BORONIC ACID OC1=NC=C(C=C1B(O)O)C(F)(F)F